N-((1R,5S,8s)-3-(5-(6-(3-cyanopyrrolo[1,2-b]pyridazin-7-yl)-4-(methylamino)pyridin-3-yl)-1,3,4-thiadiazol-2-yl)-3-azabicyclo[3.2.1]oct-8-yl)acetamide C(#N)C1=CC=2N(N=C1)C(=CC2)C2=CC(=C(C=N2)C2=NN=C(S2)N2C[C@H]1CC[C@@H](C2)C1NC(C)=O)NC